8-Azabicyclo[3.2.1]octan-3-one monohydrochloride Cl.C12CC(CC(CC1)N2)=O